BrC1=CC=CC(=N1)[C@H]1NC(O[C@@H]1C1=CC(=CC=C1)OC)=O |r| (±)-(4R,5R)-4-(6-Bromopyridin-2-yl)-5-(3-methoxyphenyl)oxazolidin-2-one